BrC=1C=C(C=CC1)CC(C(=O)OC(C)(C)C)(O)[C@@H]1CN(CC1)C(=O)OC(C)(C)C tert-Butyl (3S)-3-[1-[(3-bromophenyl)methyl]-2-tert-butoxy-1-hydroxy-2-oxo-ethyl]pyrrolidine-1-carboxylate